ClC=1C=C(C=C(C1)Cl)C1(CCC1)OC(CC(C(=O)OCCC(=O)O)=C)=O 3-((4-(1-(3,5-dichlorophenyl)cyclobutoxy)-2-methylene-4-oxobutanoyl)oxy)propanoic acid